OC1(C2=CC=CC=C2C=2C(=CC(=CC12)OC)C=1C=NN(C1)C(C(=O)NNC1=CC=CC2=CC=CC=C12)C)C(F)(F)F 2-(4-(9-hydroxy-2-methoxy-9-(trifluoromethyl)-9H-fluoren-4-yl)-1H-pyrazol-1-yl)-N'-(naphthalen-1-yl)propanehydrazide